C(C)(C)(C)C=1C=C(CC2=CC(=CC(=C2)CC2=CC(=C(C(=C2)C(C)(C)C)O)C(C)(C)C)CC2=CC(=C(C(=C2)C(C)(C)C)O)C(C)(C)C)C=C(C1O)C(C)(C)C 2,4,6-tris(3,5-di-tert-butyl-4-hydroxybenzyl)benzol